ClC=1N=C2C(=C(C=NC2=CC1)NC(=O)NC=1C=NC(=C(C1)Cl)C1=NC=CC=N1)C(C)C N-(6-chloro-4-(propan-2-yl)-1,5-naphthyridin-3-yl)-N'-(5-chloro-6-(pyrimidin-2-yl)pyridin-3-yl)urea